3-(5-((R)-4-hydroxy-2,2-dimethylpiperidin-4-yl)-1-oxoisoindolin-2-yl)piperidine-2,6-dione O[C@]1(CC(NCC1)(C)C)C=1C=C2CN(C(C2=CC1)=O)C1C(NC(CC1)=O)=O